ClC1=C(C=CC(=C1Cl)C(CCC)=O)O 2,3-dichloro-4-butyrylphenol